racemic-2-hydroxyphenyl-allyl alcohol OC1=C(C=CC=C1)C=CCO